COC(C(CCC(C1=CC(=C(C(=C1)F)F)F)=O)NC(=O)OC(C)(C)C)=O.C(C(C)=C)C=1C(=C(C=C(C1)C)N1N=C2C(=N1)C=CC=C2)O 2-(3'-methallyl-2'-hydroxy-5'-methylphenyl)benzotriazole methyl-2-({[(2-methylpropan-2-yl)oxy]carbonyl}amino)-5-oxo-5-(3,4,5-trifluorophenyl)pentanoate